1-chloro-1,2-dichloroethane ClC(CCl)Cl